OC=1C(=NC=C(C1)C=1C=NN(C1)C1=CC=CC=C1)C(=O)NCC(C(=O)O)(C)C 3-(3-hydroxy-5-(1-phenyl-1H-pyrazol-4-yl)picolinamido)-2,2-dimethylpropanoic acid